Cl.CNC Dimethylamine hydrogen chloride